BrC1=C(C=CC=C1)C(C(C=C)(C)C)=O 1-(2-bromophenyl)-2,2-dimethylbutan-3-en-1-one